CN1CCN(CC1)C(=O)O[C@H]1/C=C/[C@@H]([C@H](OC(C[C@@H](CC[C@@H]1C)O)=O)/C(=C/C1=CC(=C(C=C1)C)N1C(CCC1)=O)/C)C [(2S,3S,4E,6R,7S,10R)-10-hydroxy-3,7-dimethyl-2-[(E)-1-[4-methyl-3-(2-oxopyrrolidin-1-yl)phenyl]prop-1-en-2-yl]-12-oxo-1-oxacyclododec-4-en-6-yl] 4-methylpiperazine-1-carboxylate